4,6-heptadecanediyn-1,8-diol C(CCC#CC#CC(CCCCCCCCC)O)O